(6,7-dihydro-4H-thieno[3,2-c]pyran-2-yl)methanone S1C(=CC=2COCCC21)C=O